O=C1NC(CCC1NC1=CC(=C(C=C1)N1CCCCC1)F)=O 1-{4-[(2,6-dioxopiperidin-3-yl)amino]-2-fluorophenyl}piperidine